BrC=1C(=C(OC2CCC(CC2)CCCO)C=CC1)C(F)(F)F 3-((1r,4s)-4-(3-bromo-2-(trifluoromethyl)phenoxy)cyclohexyl)propan-1-ol